5-(tert-butyl)-N-(2-methyl-4-(6-(1-methyl-1H-pyrazol-4-yl)pyrazolo[1,5-a]pyrazin-4-yl)benzyl)-1,2,4-oxadiazole-3-carboxamide C(C)(C)(C)C1=NC(=NO1)C(=O)NCC1=C(C=C(C=C1)C=1C=2N(C=C(N1)C=1C=NN(C1)C)N=CC2)C